N-(4-amino-2H-pyrazolo[4,3-c]pyridin-7-yl)-N'-(chroman-5-ylmethyl)-N'-(2-pyridylmethyl)oxamide NC1=NC=C(C=2C1=CNN2)NC(=O)C(=O)N(CC2=NC=CC=C2)CC2=C1CCCOC1=CC=C2